[Br].C(CCCCC)N1CN(C=C1)C 1-hexyl-3-methylimidazole bromine salt